((S)-1-(2-chloro-5-(((S)-1-cyclopropylethyl)carbamoyl)pyridin-4-yl)-3-methylpyrrolidin-3-yl)carbamic acid tert-butyl ester C(C)(C)(C)OC(N[C@@]1(CN(CC1)C1=CC(=NC=C1C(N[C@@H](C)C1CC1)=O)Cl)C)=O